O=C1C2N(CCN1)CC(CC2)C(=O)OC methyl 1-oxo-2,3,4,6,7,8,9,9a-octahydropyrido[1,2-a]pyrazine-7-carboxylate